FC=1C(=C(C=CC1)S(=O)(=O)CCC(=O)N1CC2CCC(C1)N2C2=CC=C(C=N2)C#N)OC 6-{3-[3-(3-fluoro-2-methoxybenzenesulfonyl)propanoyl]-3,8-diazabicyclo[3.2.1]octan-8-yl}pyridine-3-carbonitrile